trans-1-(2-tolyl)-1,3-butadiene C1(=C(C=CC=C1)\C=C\C=C)C